FC(C1=CN=CC(=N1)N1CCC2(CCN(CC2)C(=O)OC(C)(C)C)CC1)(F)F tert-butyl 9-(6-(trifluoromethyl)pyrazin-2-yl)-3,9-diazaspiro[5.5]undecane-3-carboxylate